Cl.C(C)S(=O)(=O)N([C@H]1C([C@H](NC1)CC(=O)OC)(F)F)CC1=CC=C(C=C1)OC methyl [(2R,4R)-4-{(ethanesulfonyl)[(4-methoxyphenyl)methyl]amino}-3,3-difluoropyrrolidin-2-yl]acetate hydrochloride